C(C1=CC=CC=C1)(=O)C=1C=CC(=C(C#N)C1)N1C[C@H](CC1)OC1=NC=CC=C1Cl (S)-5-benzoyl-2-(3-(3-chloropyridin-2-yloxy)pyrrolidin-1-yl)benzonitrile